NC=1C=C(CN2C(=NC=3N(C(NC(C23)=O)=O)C)SC(C(=O)OCC)CC)C=CC1 ethyl 2-{[7-(3-aminobenzyl)-3-methyl-2,6-dioxo-2,3,6,7-tetrahydro-1H-purin-8-yl]thio}butanoate